N-(3-cyano-1H-indol-7-yl)-3-(2-hydroxy-2-methylpropyl)-2-oxo-2,3-dihydrothiazole-5-sulfonamide C(#N)C1=CNC2=C(C=CC=C12)NS(=O)(=O)C1=CN(C(S1)=O)CC(C)(C)O